S1C(SCC1)C1=C(C=CC=C1)OC(N(C)C)=O dimethylcarbamic acid 2-(1,3-dithiolan-2-yl)phenyl ester